zirconium (IV) tetra-isobutoxide CC(C)C[O-].CC(C)C[O-].CC(C)C[O-].CC(C)C[O-].[Zr+4]